2-Hydroxy-1-((2R,5S)-5-isopropyl-2-methyl-4-(5-phenyl-7H-pyrrolo[2,3-d]pyrimidin-4-yl)piperazin-1-yl)-2-methylpropan-1-one OC(C(=O)N1[C@@H](CN([C@H](C1)C(C)C)C=1C2=C(N=CN1)NC=C2C2=CC=CC=C2)C)(C)C